4,4'-bis(dimethylsilyl)biphenyl C[SiH](C1=CC=C(C=C1)C1=CC=C(C=C1)[SiH](C)C)C